C(C1=CC=CC=C1)[C@](CC(F)(F)F)(C)NC(=O)C=1C=NC2=C(C=CC=C2C1)C N-[(1S)-1-benzyl-3,3,3-trifluoro-1-methyl-propyl]-8-methyl-quinoline-3-carboxamide